BrC=1C=NC=2N(C1)N=CC2C=2CCN(CC2)C(=O)OCC2=CC=CC=C2 benzyl 4-(6-bromopyrazolo[1,5-a]pyrimidin-3-yl)-3,6-dihydropyridine-1(2H)-carboxylate